3-methyl-2-methylpropanamide CCC(C(=O)N)C